2-amino-N-((3-fluoropyridin-4-yl)methyl)-3-methyl-N-((2-oxo-2,3-dihydro-1H-benzo[d]imidazol-5-yl)methyl)quinoline-6-carboxamide NC1=NC2=CC=C(C=C2C=C1C)C(=O)N(CC1=CC2=C(NC(N2)=O)C=C1)CC1=C(C=NC=C1)F